(R-1-(4-(ethylsulfonyl)phenyl)-2-hydroxyethyl)-3-fluorobenzamide C(C)S(=O)(=O)C1=CC=C(C=C1)[C@@H](CO)C1=C(C(=O)N)C=CC=C1F